ethyl (R)-2-((5-chloro-4-iodoisothiazolo[5,4-c]pyridin-3-yl)oxy)-3-(2-((2-(2-fluorophenyl)pyrimidin-4-yl)methoxy)phenyl)propanoate ClC=1C(=C2C(=CN1)SN=C2O[C@@H](C(=O)OCC)CC2=C(C=CC=C2)OCC2=NC(=NC=C2)C2=C(C=CC=C2)F)I